C1OCCN2C1=CC=1C(=CC=CC21)C(=O)N 3,4-dihydro-1H-[1,4]oxazino[4,3-a]indole-9-carboxamide